(Z)-5-(2-Fluoro-6-methoxyphenyl)-3-(1-((1-methyl-1H-pyrazol-4-yl)amino)ethylidene)indolin-2-one FC1=C(C(=CC=C1)OC)C=1C=C2/C(/C(NC2=CC1)=O)=C(\C)/NC=1C=NN(C1)C